[Si](C)(C)(C(C)(C)C)OCCC1N(CC=C1)C(=O)OC(C)(C)C tert-butyl 2-(2-((tert-butyldimethylsilyl) oxy) ethyl)-2,5-dihydro-1H-pyrrole-1-carboxylate